ClC1=NC(=NC(=N1)F)F 2-chloro-4,6-difluoro-1,3,5-triazine